N-(1-carbamoylcyclopropyl)-2-methyl-5-((2-methylthiazol-5-yl)methoxy)benzofuran C(N)(=O)C1(CC1)N1C(SC(=C1)COC=1C=CC2=C(C=C(O2)C)C1)C